1,2-bis(naphthalen-1-yl)-4-(4-nitrophenyl)-1H-benzo[d]imidazole C1(=CC=CC2=CC=CC=C12)N1C(=NC2=C1C=CC=C2C2=CC=C(C=C2)[N+](=O)[O-])C2=CC=CC1=CC=CC=C21